CN1CCNC(CC1CNC(OC(C)(C)C)=O)=O tert-Butyl ((4-methyl-7-oxo-1,4-diazepan-5-yl)methyl)carbamate